3-benzylpyrrolidine-2-carboxylic acid C(C1=CC=CC=C1)C1C(NCC1)C(=O)O